CC(C(=O)O)OC(=O)C acetyllactic acid